6-(2,6-dichlorophenyl)-2-((6-(3-hydroxy-2-(hydroxymethyl)propoxy)pyridazin-3-yl)amino)-8-methylpyrido[2,3-d]pyrimidin-7(8H)-one ClC1=C(C(=CC=C1)Cl)C1=CC2=C(N=C(N=C2)NC=2N=NC(=CC2)OCC(CO)CO)N(C1=O)C